C(CCCCCCCC=CC=CC=CCCCC)(=O)OCCCCCCCCCCCCCCCCCCCCC heneicosyl eleostearate